N-((S)-1-(((S)-3-(cyclopent-1-en-1-yl)-1-((R)-2-methyloxiran-2-yl)-1-oxopropan-2-yl)amino)-3-(4-methoxyphenyl)-1-oxopropan-2-yl)-3-(2-morpholinoacetamido)oxetane-3-carboxamide C1(=CCCC1)C[C@@H](C(=O)[C@@]1(OC1)C)NC([C@H](CC1=CC=C(C=C1)OC)NC(=O)C1(COC1)NC(CN1CCOCC1)=O)=O